NC=1SC(=CN1)SC=1C(=C(C(=O)O)C(=CC1C)OC)F 3-(2-aminothiazol-5-ylsulfanyl)-2-fluoro-6-methoxy-4-methylbenzoic acid